FC1=C(C=CC(=C1COC=1C=C2C(=NC1)NN=C2C2=CC=CC=C2)F)NS(=O)(=O)C=2C(=NC=C(C2)F)OC N-[2,4-difluoro-3-[([3-phenyl-1H-pyrazolo[3,4-b]pyridin-5-yl]oxy)methyl]phenyl]-5-fluoro-2-methoxypyridine-3-sulfonamide